FC1(CC(C1)C1=NC(=C(C(=O)N)C(=C1)C)C1=C2C(=NC=C1)C=C(S2)CN2C(C1C(C1C2=O)(C)C)=O)F (3,3-difluorocyclobutyl)-2-(2-((6,6-dimethyl-2,4-dioxo-3-azabicyclo[3.1.0]hexan-3-yl)methyl)thieno[3,2-b]pyridin-7-yl)-4-methylnicotinamide